ClC=1C=CC(=C(C1)C1=C(C(NC2=CC=C(C=C12)C(F)(F)F)=O)CCO)O 4-(5-chloro-2-hydroxyphenyl)-3-(2-hydroxyethyl)-6-(trifluoromethyl)-quinolin-2(1H)-one